3,5-bis(hydroxymethyl)aniline OCC=1C=C(N)C=C(C1)CO